tert-butyl 4-[2-[4-[3-[3-amino-6-(2-hydroxyphenyl)pyridazin-4-yl]oxy-1-piperidyl]phenoxy]ethyl]piperazine-1-carboxylate NC=1N=NC(=CC1OC1CN(CCC1)C1=CC=C(OCCN2CCN(CC2)C(=O)OC(C)(C)C)C=C1)C1=C(C=CC=C1)O